ClC1=C(C=C(OC2=NCN(C=N2)C2=C(C=C(C(=C2)[N+](=O)[O-])F)OC)C=C1)OC 4-(4-chloro-3-methoxyphenoxy)-N-(4-fluoro-2-methoxy-5-nitrophenyl)-1,3,5-triazine